(7-allyl-6,8-dioxo-6,7,8,9-tetrahydro-1H-purin-2-yl)acetamide C(C=C)N1C(NC=2N=C(NC(C12)=O)CC(=O)N)=O